6-Chloroimidazo[1,2-b]pyridazine-2-carboxylic acid methyl ester COC(=O)C=1N=C2N(N=C(C=C2)Cl)C1